2-chloro-N1,5-dimethyl-N1-(pyrazin-2-yl)benzene-1,3-diamine ClC1=C(C=C(C=C1N)C)N(C1=NC=CN=C1)C